C(C)N(C(C1=C(C=CC(=C1)F)OC1=C(N=CN=N1)N1CC2(CN(C2)[C@H](C(C)C)C[C@@H](CN(C)CC)O)CC1)=O)C(C)C N-ethyl-2-((5-(2-((3S,5S)-6-(ethyl-(methyl)amino)-5-hydroxy-2-methylhexan-3-yl)-2,6-diazaspiro[3.4]oct-6-yl)-1,2,4-triazin-6-yl)oxy)-5-fluoro-N-isopropylbenzamide